Ethyl 3-methylbicyclo[1.1.1]pentane-1-carboxylate CC12CC(C1)(C2)C(=O)OCC